C1(=CC=CC=C1)CCOC(C1=CC=CC=C1)=O.C(C)C=1C(=C(C=CC1)C1CCC2(CN(C2)C(=O)C2CC(C2)(C)O)CC1)OC (7-(3-ethyl-2-methoxyphenyl)-2-azaspiro[3.5]non-2-yl)((1s,3s)-3-hydroxy-3-methylcyclobutyl)methanone β-phenylethyl-benzoate